(3S,4R)-3-fluoro-4-methyl-piperidine hydrochloride Cl.F[C@@H]1CNCC[C@H]1C